OC1=C2C(=CN=C1C(=O)O)OCC2 4-hydroxy-2,3-dihydrofuro[2,3-c]pyridine-5-carboxylic acid